ClC=1N=C(C2=C(N1)N(C=C2)C2C(C(C(C2)C2=CC=CC=C2)O)O)NC 3-(2-chloro-4-(methylamino)-7H-pyrrolo[2,3-d]pyrimidin-7-yl)-5-phenylcyclopentane-1,2-diol